C(C)OCCC=1C=C(C=C2C(C(=C(N(C12)C)CN1C(C2=C(C=C1)[C@@](C(OC2)=O)(O)CC)=O)I)=C=O)F (S)-7-((8-(2-ethoxyethyl)-6-fluoro-3-iodo-1-methyl-4-carbonyl-1,4-dihydroquinolin-2-yl)methyl)-4-ethyl-4-hydroxy-1,7-dihydro-3H-pyrano[3,4-c]pyridine-3,8(4H)-dione